CC1(NCCC2=CC=C(C=C12)NC(=O)C1=NNC2=CC=C(C=C12)C=1C(=NC=CC1)F)C N-(1,1-dimethyl-1,2,3,4-tetrahydroisoquinolin-7-yl)-5-(2-fluoropyridin-3-yl)-1H-indazole-3-carboxamide